tert-butyl 5-(N-(2-cyclopropyl-4-iodo-5-methylphenyl)but-2-ynamido)-1-methyl-3-oxo-1,3-dihydro-2H-pyrazolo[4,3-b]pyridine-2-carboxylate C1(CC1)C1=C(C=C(C(=C1)I)C)N(C(C#CC)=O)C1=CC=C2C(=N1)C(N(N2C)C(=O)OC(C)(C)C)=O